methyl (R)-1-(1-(3-aminobicyclo[1.1.1]pentan-1-yl)ethyl)-2-methyl-1H-indole-3-carboxylate NC12CC(C1)(C2)[C@@H](C)N2C(=C(C1=CC=CC=C21)C(=O)OC)C